C(CO)(=O)OC(C)C1=C(C(=CC=C1)OC)F 2-(2-fluoro-3-methoxyphenyl)-2-ethyl glycolate